Cl.NC1=CC2=C(NC(=N2)C(F)(F)F)C(=C1)C(=O)NC1C(NC(CC1)=O)=O 5-amino-N-(2,6-dioxopiperidin-3-yl)-2-(trifluoromethyl)-1H-benzo[d]imidazole-7-carboxamide hydrochloride